(4R)-4-amino-N,N-dimethylpentanamide hydrochloride Cl.N[C@@H](CCC(=O)N(C)C)C